C(C)(C)(C)OC(=O)N1CC(CC1)=O t-butoxycarbonyl-3-pyrrolidone